CC1=C(C=C(C(=O)NC=2C=NC=C(C2)C(F)(F)F)C=C1)[C@H]1CN(CC1)C=1C2=C(N=CN1)C=CS2 (S)-4-methyl-3-(1-(thieno[3,2-d]pyrimidin-4-yl)pyrrolidin-3-yl)-N-(5-(trifluoromethyl)pyridin-3-yl)benzamide